OCCN(C(CCN(C1=CC=C(C=C1)N)CCO)O)C1=CC=C(C=C1)N N,N'-Bis(β-hydroxyethyl)-N,N'-bis(4'-aminophenyl)-1,3-diaminopropanol